N-(3-carbamoylphenyl)-5-fluoro-(4-fluoro-2-methylphenoxy)-6-methylnicotinamide C(N)(=O)C=1C=C(C=CC1)NC(C1=C(N=C(C(=C1)F)C)OC1=C(C=C(C=C1)F)C)=O